S1C2=C(C=C1)C(=CC=C2)N2CCN(CC2)CCCCOC2=CC=C1C=CC(N(C1=C2)C(CC\C=C/C\C=C/C\C=C/C\C=C/C\C=C/C\C=C/CC)=O)=O 7-(4-(4-(benzo[b]thiophen-4-yl)piperazin-1-yl)butoxy)-1-(4Z,7Z,10Z,13Z,16Z,19Z)-docosa-4,7,10,13,16,19-hexaenoylquinolin-2(1H)-one